(3S,4R)-3-fluoro-1-(4-((8-((2S,3S)-3-fluoro-2-methylazetidin-1-yl)-5-isopropyl-2,7-naphthyridin-3-yl)amino)pyrimidin-2-yl)-3-methylpiperidin-4-ol F[C@]1(CN(CC[C@H]1O)C1=NC=CC(=N1)NC=1N=CC2=C(N=CC(=C2C1)C(C)C)N1[C@H]([C@H](C1)F)C)C